(R)-6-chloro-3-((1-(2-cyano-7-(difluoromethyl)-3-morpholinoquinoxalin-5-yl)ethyl)amino)picolinic acid ClC1=CC=C(C(=N1)C(=O)O)N[C@H](C)C1=C2N=C(C(=NC2=CC(=C1)C(F)F)C#N)N1CCOCC1